tert-Butyl (5-bromo-6,7-difluorobenzofuran-2-yl)methylcarbamate BrC=1C(=C(C2=C(C=C(O2)CNC(OC(C)(C)C)=O)C1)F)F